O1CCN(CC1)C1=CC=C(C(=O)N)C=C1 4-morpholino-benzamide